FC1(C=2N(CC(CC1)=C)N=C1C2CN([C@@H](C1)C)C(=O)OC(C)(C)C)F (R)-tert-butyl 11,11-difluoro-3-methyl-8-methylene-3,4,8,9,10,11-hexahydro-1H-pyrido[4',3':3,4]pyrazolo[1,5-a]azepine-2(7H)-carboxylate